BrC=1C=NN2C1N(C(C1=C2CN(CC1)C(=O)OC(C)(C)C)=O)CC1=CC=C(C=C1)OC Tert-butyl 3-bromo-4-(4-methoxybenzyl)-5-oxo-5,6,7,9-tetrahydropyrazolo[1,5-a]pyrido[4,3-e]pyrimidine-8(4H)-carboxylate